1-benzyl-4-diethoxyphosphoryl-3,6-dihydro-2H-pyridine C(C1=CC=CC=C1)N1CCC(=CC1)P(=O)(OCC)OCC